COC1=CC=C(CNC=2N=CC(=C3C=C(N=CC23)NC(=O)C2CC2)C=2OC3=C(N2)C=C(C=C3)N3C[C@@H](OCC3)C)C=C1 (S)-N-(8-((4-methoxybenzyl)amino)-5-(5-(2-methylmorpholino)benzo[d]oxazol-2-yl)-2,7-naphthyridin-3-yl)cyclopropanecarboxamide